C(C)(C)(C)OC(=O)N1[C@H](CN([C@H](C1)CO)C=1C2=C(N(C(N1)=O)C1=C(C=CC=C1C)C(C)C)N=C(C(=C2Cl)F)Cl)C (2S,5R)-4-(5,7-dichloro-6-fluoro-1-(2-isopropyl-6-methylphenyl)-2-oxo-1,2-dihydropyrido[2,3-d]pyrimidin-4-yl)-5-(hydroxymethyl)-2-methylpiperazine-1-carboxylic acid tert-butyl ester